amino-1H-Imidazole-4-propanoic acid C1=C(NC=N1)C[C@@H](C(=O)O)N